(3-hydroxyphenyl)-2-(methylamino)propanoic acid OC=1C=C(C=CC1)C(C(=O)O)(C)NC